(2-carboxyethyl)-phosphine hydrochloride Cl.C(=O)(O)CCP